OC(C)(C)C=1N=CC(=NC1)N1C(O[C@]2(C1)C[C@@]1(C[C@@H]1CC2)CN2C=NC1=C2C=C(C=C1)C#N)=O (((1R,3S,6S)-3'-(5-(2-Hydroxypropan-2-yl)pyrazin-2-yl)-2'-oxospiro[bicyclo[4.1.0]heptane-3,5'-oxazolidin]-1-yl)methyl)-1H-benzo[d]imidazole-6-carbonitrile